C(C)(C)(C)C=1C=CC=2NC3=CC=C(C=C3SC2C1)C(C)(C)C 3,7-di-tert-butyl-10H-phenothiazine